ClC=1C=C(C=C(C1CC1=CC(=C(C=C1)O)C(C)C)Cl)NC(CC(=O)OC)=O methyl 3-((3,5-dichloro-4-(4-hydroxy-3-isopropylbenzyl)phenyl)amino)-3-oxopropanoate